FC1([C@H](CN(C[C@H]1OCCOS(=O)(=O)C1=CC=C(C=C1)C)C(=O)OC(C)(C)C)C)F tert-butyl (3S,5R)-4,4-difluoro-3-methyl-5-[2-(p-tolylsulfonyloxy)ethoxy]piperidine-1-carboxylate